2-isobutyl-5-methoxynaphthalene-1,4-dione C(C(C)C)C=1C(C2=CC=CC(=C2C(C1)=O)OC)=O